C1(=CC=CC2=CC=CC=C12)NC(CCC(=O)NCCC(=O)O)=O N-[4-(1-naphthylamino)-4-oxobutanoyl]-beta-alanine